1-(p-methylphenyl)-1-trimethylsiloxyethylene CC1=CC=C(C=C1)C(=C)O[Si](C)(C)C